CC(=CC(=O)[O-])C.[Na+] sodium 3,3-dimethylacrylate